(1,3-diphenyl-1H-pyrazole-5-carbonyl)-2-oxo-1,2-dihydroquinoline-4-carbohydrazide C1(=CC=CC=C1)N1N=C(C=C1C(=O)N1C(C=C(C2=CC=CC=C12)C(=O)NN)=O)C1=CC=CC=C1